methacrylic acid anhydride C(C(=C)C)(=O)OC(C(=C)C)=O